[Si](C)(C)(C(C)(C)C)OC[C@@H]1CC[C@H](CO1)NC(OC(C)(C)C)=O tert-butyl ((3R,6S)-6-(((tert-butyldimethylsilyl)oxy)methyl)tetrahydro-2H-pyran-3-yl)carbamate